N1(CC1)P(O)(=O)N1CC1 di(aziridinyl)phosphinic acid